(1-Cyanocyclopropyl)((3-((1-methyl-1H-pyrazol-4-yl)methyl)-2,4-dioxo-1,2,3,4-tetrahydrothieno[2,3-d]pyrimidin-6-yl)sulfonyl)carbamic acid tert-butyl ester C(C)(C)(C)OC(N(S(=O)(=O)C1=CC2=C(NC(N(C2=O)CC=2C=NN(C2)C)=O)S1)C1(CC1)C#N)=O